CS(=O)(=O)N1C(N(C=C1)S(=O)(=O)C)=N/N=N/C1=CC=C(C(=O)O)C=C1 (E)-4-((1,3-bis(methylsulfonyl)-1,3-dihydro-2H-imidazol-2-ylidene)triaz-1-en-1-yl)benzoic acid